N-((2-(2,6-dioxopiperidin-3-yl)-1-oxaisoindolin-5-yl)methyl)picolinamide O=C1NC(CCC1N1OC2=CC=C(C=C2C1)CNC(C1=NC=CC=C1)=O)=O